1,3-ButaneDiol C(CC(C)O)O